CC(C)(C)[S@@](=O)N=CC1=CC=C(C=C1)OC1COCC1 (R)-2-methyl-N-(4-((tetrahydrofuran-3-yl)oxy)benzylidene)propane-2-sulfinamide